4-(3-(acryloyloxy)-2,2-bis(acryloyloxy)propoxy)-4-oxobutanoic acid C(C=C)(=O)OCC(COC(CCC(=O)O)=O)(OC(C=C)=O)OC(C=C)=O